2-Bromodibenzofuran BrC1=CC2=C(OC3=C2C=CC=C3)C=C1